methyl (S)-2-((S)-2-((tert-butoxycarbonyl)(methyl)amino)propanamido)-2-cyclohexylacetate C(C)(C)(C)OC(=O)N([C@H](C(=O)N[C@H](C(=O)OC)C1CCCCC1)C)C